C1(CC1)N(C(=O)C1=CC(=CC=2C(COC21)C2=CC=CC=C2)C(=O)N)C N7-cyclopropyl-N7-methyl-3-phenyl-2,3-dihydrobenzofuran-5,7-dicarboxamide